FC1=C(C=CC=C1)N1N=CC=C1C(=O)OCC ethyl 1-(2-fluorophenyl)-1H-pyrazole-5-carboxylate